BrC=1N=C(N2N=CN=C(C21)O)[C@@H]2CN(CC2)C(=O)OCC2=CC=CC=C2 Benzyl (S)-3-(5-bromo-4-hydroxyimidazo[5,1-f][1,2,4]triazin-7-yl)pyrrolidine-1-carboxylate